(5-amino-1-{6-[(2,6-difluorophenyl)oxy]-4-methylpyridin-3-yl}pyrazol-4-yl)[6-(2-hydroxy-2-methylpropyl)-5,6,7,8-tetrahydro-1H-pyrrolo[2,3-e]pyrido[3,4-b]pyridin-2-yl]methanone NC1=C(C=NN1C=1C=NC(=CC1C)OC1=C(C=CC=C1F)F)C(=O)C1=CC2=C(C=C3C(=N2)CN(CC3)CC(C)(C)O)N1